C=CCCCCCCCCCCCCCCCCCCCCC(=O)O The molecule is a tricosenoic acid having a double bond at position 22. It has a role as a metabolite. It derives from a hydride of a tricosanoic acid.